ClC1=C(C=CC=C1)C=1N(C2=C(CN(CC2)C2CC3=CC(=CC=C3CC2)CS(=O)(=O)C)N1)C 2-(2-chlorophenyl)-1-methyl-5-(7-((methylsulfonyl)methyl)-1,2,3,4-tetrahydronaphthalen-2-yl)-4,5,6,7-tetrahydro-1H-imidazo[4,5-c]pyridine